CC1CC(CC2CCC3=C4CCC5CCCCC5C4=CCC3C21)O methyl-1,2,3,4a,5,6,7,8,9,10,12,12a,14,14a-tetradecahydropicen-3-ol